(E)-1-(3-ethyl-4-(hydroxymethyl)phenyl)ethanone O-(4-cyclohexyl-3-iodobenzyl) oxime C1(CCCCC1)C1=C(C=C(CO\N=C(/C)\C2=CC(=C(C=C2)CO)CC)C=C1)I